methyl 2-methyl-2-(3-(trifluoromethyl)phenyl)propanoate CC(C(=O)OC)(C)C1=CC(=CC=C1)C(F)(F)F